O1C(=NC2=C1C=CC=C2)C=2N=C(N(C(C2O)=O)C)N(C)C(C=2C=C(C#N)C=CC2)C2=CC=CC=C2 3-(((4-(benzo[d]oxazol-2-yl)-5-hydroxy-1-methyl-6-oxo-1,6-dihydropyrimidin-2-yl)(methyl)amino)(phenyl)methyl)benzonitrile